C(=O)C1=CC=C(C=C1)C=1C(=C(C=CC1)C1=C(C(=CC=C1)C1=CC=2N(C=C1)C(=NN2)CN2C[C@@H](CC2)C(=O)OC)C)C methyl (R)-1-((7-(4''-formyl-2,2'-dimethyl-[1,1':3',1''-terphenyl]-3-yl)-[1,2,4]triazolo[4,3-a]pyridin-3-yl)methyl)pyrrolidine-3-carboxylate